tert-butyl 3-(1-(isoquinolin-5-yl)-5-oxo-4,5-dihydro-1H-1,2,4-triazol-3-yl)piperidine-1-carboxylate C1=NC=CC2=C(C=CC=C12)N1N=C(NC1=O)C1CN(CCC1)C(=O)OC(C)(C)C